4-(4-t-butylphenyl)benzoic acid C(C)(C)(C)C1=CC=C(C=C1)C1=CC=C(C(=O)O)C=C1